FC(C=1C=CC=2N(N1)C(=CN2)C2=CC(=NC=N2)N2C(C(CCC2)NS(=O)(=O)C)C)F N-(1-(6-(6-(difluoromethyl)imidazo[1,2-b]pyridazin-3-yl)pyrimidin-4-yl)-2-methylpiperidin-3-yl)methanesulfonamide